FC=1C(=NC=CC1CN1CC2(C1)CC(C2)O)C=2C=C1CN(C(C1=CC2)=O)[C@@H]2C(NC(CC2)=O)=O (S)-3-(5-(3-fluoro-4-((6-hydroxy-2-azaspiro[3.3]heptan-2-yl)methyl)pyridin-2-yl)-1-oxoisoindolin-2-yl)piperidine-2,6-dione